4-[10-(3,4-difluorophenyl)-11-(2-methoxy-1,1-dimethyl-ethyl)-2,4,5,10-tetrazatricyclo[7.3.0.03,7]dodeca-1,3(7),5,8,11-pentaen-12-yl]cyclohexanecarboxylic acid FC=1C=C(C=CC1F)N1C2=CC=3C=NNC3N=C2C(=C1C(COC)(C)C)C1CCC(CC1)C(=O)O